(dimethylsilylpentamethylcyclopentadienylfluorenyl)zirconium C[SiH](C)C=1C(=C(C(=C2C=3C(=C(C(=C(C3CC12)[Zr])C1C=CC=C1)C)C)C)C)C